4-(phenylmethylthio)-2-methylbenzonitrile C1(=CC=CC=C1)CSC1=CC(=C(C#N)C=C1)C